CN1C[C@H]([C@@H](CC1)NC(C(COC1=NC=C(C=C1C)C)(C)C)=O)C |r| racemic-N-(trans-1,3-dimethylpiperidin-4-yl)-3-((3,5-dimethylpyridin-2-yl)oxy)-2,2-dimethylpropionamide